FC=1C=C2C(=NC1)NC=C2C2=NN1C(C(=N2)N[C@@H]2[C@H](C3CCC2CC3)C(=O)O)=CC(=C1)COC (1R,2S,3S,4R)-3-((2-(5-fluoro-1H-pyrrolo[2,3-b]pyridin-3-yl)-6-(methoxymethyl)pyrrolo[2,1-f][1,2,4]triazin-4-yl)amino)bicyclo[2.2.2]octane-2-carboxylic acid